C1(=CC=CC=C1)S(=O)(=O)N1N=CC=2C1=NC=C1C2N(C(=N1)[C@@H](C)O)[C@@H]1CNCC1 (R)-1-(6-(phenylsulfonyl)-1-((S)-pyrrolidin-3-yl)-1,6-dihydroimidazo[4,5-d]pyrazolo[3,4-b]pyridin-2-yl)ethanol